3-{3-bromo-4-chloro-1H-pyrrolo[3,2-c]pyridin-1-yl}-N,N-dimethylpropanamide BrC1=CN(C2=C1C(=NC=C2)Cl)CCC(=O)N(C)C